tert-butyl ((1R,4R,7R)-2-(2-(7-(1-acetylazetidin-3-yl)-1-(cyclopropylmethyl)-1H-indol-2-yl)-7-methoxy-1-methyl-1H-benzo[d]imidazole-5-carbonyl)-2-azabicyclo[2.2.1]heptan-7-yl)carbamate C(C)(=O)N1CC(C1)C=1C=CC=C2C=C(N(C12)CC1CC1)C1=NC2=C(N1C)C(=CC(=C2)C(=O)N2[C@@H]1CC[C@H](C2)[C@H]1NC(OC(C)(C)C)=O)OC